C(C)(C)(C)OC(=O)NCCCCCCCC(=O)O 8-t-butoxycarbonylaminooctanoic acid